COC(=O)C1=CC=NC2=CC=C(C=C12)[C@@H](C)OC |r| rac-(R)-6-(1-methoxyethyl)quinoline-4-carboxylic acid methyl ester